C(=CC(C)=C)C=1C=C(C=CC(=O)O)C=C(C1O)C=CC(C)=C 3,5-diisoprenyl-4-hydroxycinnamic acid